FC(=O)F Difluoroketone